S(CCC(C(=O)O)=C(C)N)CCC(C(=O)O)=C(C)N.NC1=NC=2C=CC(=CC2C2=C1COC2)C(=O)N2[C@H](COCC2)C2=NC=C(C=C2)Br (4-amino-1,3-dihydrofuro[3,4-c]quinolin-8-yl)-[(3S)-3-(5-bromo-2-pyridinyl)morpholin-4-yl]methanone 2,2'-thiodiethylenebis(3-aminobutenoate)